ClC=1C(=NC=C(C1)Cl)OC[C@H](CC)NC1=NC=NC(=C1Cl)C(F)F (S)-N-(1-((3,5-dichloropyridin-2-yl)oxy)but-2-yl)-5-chloro-6-difluoromethylpyrimidin-4-amine